7-((3aR,3bS,4aS,5R,5aS)-2,2-Dimethyl-3b-vinylhexahydrocyclopropa[3,4]cyclopenta[1,2-d][1,3]dioxol-5-yl)-6-methyl-7H-pyrrolo[2,3-d]pyrimidin-4-amine CC1(O[C@H]2[C@@H](O1)[C@@H]([C@@H]1[C@]2(C1)C=C)N1C(=CC2=C1N=CN=C2N)C)C